undecenaldehyde C(C=CCCCCCCCC)=O